(rac)-(2s,4s)-2-(1-Phenyl-3-azabicyclo[4.1.0]heptane-3-carbonyl)-7-oxa-5-azaspiro[3.4]octan-6-one C1(=CC=CC=C1)C12CN(CCC2C1)C(=O)C1CC2(C1)NC(OC2)=O